ClC=1C=NC=C(C1C1=CC=C(C=C1)N1CCN(CC1)C(=O)OC(C)(C)C)OC1=C(C(=CC=C1)Cl)C(=O)OC tert-butyl 4-(4-(3-chloro-5-(3-chloro-2-(methoxycarbonyl)phenoxy)pyridin-4-yl)phenyl)piperazine-1-carboxylate